4-((4-cyclopropyl-2-(N-methylmethanesulfonamido)phenyl)amino)-N-ethoxy-6-((4-methylpyridin-2-yl)amino)nicotinamide C1(CC1)C1=CC(=C(C=C1)NC1=CC(=NC=C1C(=O)NOCC)NC1=NC=CC(=C1)C)N(S(=O)(=O)C)C